C1(CC1)[C@@H](C(F)(F)F)NC(=O)C1=CN(C2=NC(=C(C=C2C1=O)F)N1C[C@@H](NCC1)C)C1=C(C=C(C=C1F)F)F N-[(1S)-1-cyclopropyl-2,2,2-trifluoroethyl]-6-fluoro-7-[(3S)-3-methylpiperazin-1-yl]-4-oxo-1-(2,4,6-trifluorophenyl)-1,4-dihydro-1,8-naphthyridine-3-carboxamide